ClC=1C(=NC(=NC1)NC=1C=C(C(=C(C(=O)OC)C1)O)CC)NC1CCCC1 methyl 5-[[5-chloro-4-(cyclopentylamino)pyrimidin-2-yl]amino]-3-ethyl-2-hydroxy-benzoate